(1s,3s)-3-{3-[2-(methoxymethoxy)-6-methyl-4-(trifluoromethyl)phenyl]-6-methyl-7H-pyrrolo[2,3-c]pyridazin-7-yl}-1-methylcyclobutanol COCOC1=C(C(=CC(=C1)C(F)(F)F)C)C1=CC2=C(N=N1)N(C(=C2)C)C2CC(C2)(O)C